8-(2-Fluoro-4-(methylthio)phenyl)-9-(4-((1-(3-fluoropropyl)azetidin-3-yl)methyl)phenyl)-6,7-dihydro-5H-benzo[7]annulen FC1=C(C=CC(=C1)SC)C=1CCCC2=C(C1C1=CC=C(C=C1)CC1CN(C1)CCCF)C=CC=C2